[6-[(4-cyclopropylthiazol-2-yl)methyl]-2,6-diazaspiro[3.3]heptan-2-yl]-[6-[3-(1-hydroxycyclopropyl)-1,2,4-triazol-1-yl]-2-azaspiro[3.3]heptan-2-yl]methanone C1(CC1)C=1N=C(SC1)CN1CC2(CN(C2)C(=O)N2CC3(C2)CC(C3)N3N=C(N=C3)C3(CC3)O)C1